1-(3-{[(2S)-1,4-dioxan-2-yl]methoxy}pyridin-4-yl)methanamine O1[C@@H](COCC1)COC=1C=NC=CC1CN